CC1=CN=C(S1)NC1=NC(=CC(=N1)N[C@@H]1CNCCC1)CN1CCOCC1 (S)-N2-(5-methylthiazol-2-yl)-6-(morpholinomethyl)-N4-(piperidin-3-yl)pyrimidine-2,4-diamine